monomethyl trans-1,4-cyclohexanedicarboxylate [C@H]1(CC[C@H](CC1)C(=O)[O-])C(=O)OC